tert-butyl 3-fluoro-4-mercaptopiperidine-1-carboxylate FC1CN(CCC1S)C(=O)OC(C)(C)C